7-butyl-9,9-dibutylfluorene C(CCC)C1=CC=C2C=3C=CC=CC3C(C2=C1)(CCCC)CCCC